FC=1C=C(C=CC1)C1=CC(=CN1S(=O)(=O)C1=CC=C(C=C1)OC)C=O 5-(3-fluorophenyl)-1-((4-methoxyphenyl)sulfonyl)-1H-pyrrole-3-carbaldehyde